2-bromo-2-(2-(trifluoromethoxy)phenyl)acetonitrile BrC(C#N)C1=C(C=CC=C1)OC(F)(F)F